FC1(CN(CC1)CC(C(=O)OCC1=CC=CC=C1)NC)F benzyl 3-(3,3-difluoropyrrolidin-1-yl)-2-(methylamino)propanoate